(1S,4S)-5-{7-bromo-2-(ethylsulfanyl)-6-iodo-Tert-butyl 8-[(1S)-1-phenylethoxy]quinazolin-4-yl}-2,5-diazabicyclo[2.2.1]heptane-2-carboxylate BrC1=C(C(=C2C(=NC(=NC2=C1O[C@@H](C)C1=CC=CC=C1)SCC)N1[C@@H]2CN([C@H](C1)C2)C(=O)[O-])C(C)(C)C)I